ClC=1C=CC=C(C(=O)NCCCCCCCC(=O)O)C1 N-(5-chlorobenzoyl)-8-aminooctanoic acid